NC=1N=C2NC=C(N=C2C(N1)=O)CNC1=CC=C(C(=O)N[C@H](C(=O)O)CCC(=O)ON2C(CCC2=O)=O)C=C1 (S)-2-(4-(((2-amino-4-oxo-4,8-dihydropteridin-6-yl)methyl)amino)benzamido)-5-((2,5-dioxopyrrolidin-1-yl)oxy)-5-oxopentanoic acid